Sodium (1Z)-2-(dimethoxymethyl)-3-methoxy-3-oxoprop-1-en-1-olate COC(/C(=C/[O-])/C(=O)OC)OC.[Na+]